N-((1-(4-((trifluoromethyl)-thio)phenyl)-1,2,3,4-tetrahydroquinolin-3-yl)methyl)acrylamide FC(SC1=CC=C(C=C1)N1CC(CC2=CC=CC=C12)CNC(C=C)=O)(F)F